3-(4-((1s,4s)-4-(4-amino-3-(4-phenoxyphenyl)-1H-pyrazolo[3,4-d]pyrimidin-1-yl)cyclohexyl)piperazin-1-yl)-5-fluorobenzene-1,2-dicarboxylic acid NC1=C2C(=NC=N1)N(N=C2C2=CC=C(C=C2)OC2=CC=CC=C2)C2CCC(CC2)N2CCN(CC2)C2=C(C(=CC(=C2)F)C(=O)O)C(=O)O